2,4-Difluorobenzenesulfonyl chloride FC1=C(C=CC(=C1)F)S(=O)(=O)Cl